N1(CCCCC1)C[C@H]1[C@@H](O1)C(=O)OCC ethyl (2R,3S)-3-(piperidin-1-ylmethyl)oxirane-2-carboxylate